ammonia 1-[5-[6-[5-[(6-isopropylpyrazin-2-yl)amino]-1-methyl-pyrazol-4-yl]-3-pyridyl]-2-pyridyl]cyclopropanecarboxylate C(C)(C)C1=CN=CC(=N1)NC1=C(C=NN1C)C1=CC=C(C=N1)C=1C=CC(=NC1)C1(CC1)C(=O)O.N